S-((1-methyl-1H-imidazol-2-yl)methyl) ethanethioate C(C)(SCC=1N(C=CN1)C)=O